N'-[[3-(dimethylamino)-2-methyl-phenyl]methyl]-N'-(2-pyridylmethyl)oxamide Ethyl-2-[[3-(dimethylamino)-2-methyl-phenyl]methyl-(2-pyridylmethyl)amino]-2-oxo-acetate C(C)OC(C(=O)N(CC1=NC=CC=C1)CC1=C(C(=CC=C1)N(C)C)C)=O.CN(C=1C(=C(C=CC1)CN(C(C(N)=O)=O)CC1=NC=CC=C1)C)C